[2-(5-methyl-2,3-dihydro-benzo[1,4]dioxin-6-yl)-ethyl]-carbamic acid tert-butyl ester C(C)(C)(C)OC(NCCC1=C(C2=C(OCCO2)C=C1)C)=O